ClC=1C=C(C=C2C(=C(C=NC12)C#N)NCC(C)(C)C)N[C@@H](C1=C2C(=NC=C1)N(C=C2)C)C=2N=NN(C2)C2(CC2)C(F)F (S)-8-chloro-6-(((1-(1-(difluoromethyl)cyclopropyl)-1H-1,2,3-triazol-4-yl)(1-methyl-1H-pyrrolo[2,3-b]pyridin-4-yl)methyl)amino)-4-(neopentylamino)quinoline-3-carbonitrile